4-Benzyloxy-6-chloro-5-(dimethylamino)-2-methyl-pyridine-3-carboxylic acid ethyl ester C(C)OC(=O)C=1C(=NC(=C(C1OCC1=CC=CC=C1)N(C)C)Cl)C